N-(2-tert-butyl-6-methyl-pyrimidin-4-yl)-5-[2-methyl-4-[[(2R)-1-methylazetidin-2-yl]methoxy]pyrazol-3-yl]pyrazolo[1,5-a]pyridin-2-amine C(C)(C)(C)C1=NC(=CC(=N1)NC1=NN2C(C=C(C=C2)C=2N(N=CC2OC[C@@H]2N(CC2)C)C)=C1)C